N-[(2S)-1-({(1S)-1-cyano-2-[(3S)-2-oxopyrrolidin-3-yl]ethyl}amino)-4-methyl-1-oxopentan-2-yl]-5-(propan-2-yl)-1H-indole-2-carboxamide C(#N)[C@H](C[C@H]1C(NCC1)=O)NC([C@H](CC(C)C)NC(=O)C=1NC2=CC=C(C=C2C1)C(C)C)=O